N-(5-(3-(6-(2-(3-(trifluoromethoxy)phenyl)acetylamino)pyridazin-3-yl)cyclohex-3-enyl)-1,3,4-thiadiazol-2-yl)acetamide FC(OC=1C=C(C=CC1)CC(=O)NC1=CC=C(N=N1)C=1CC(CCC1)C1=NN=C(S1)NC(C)=O)(F)F